2-[1-(1,3-benzodioxol-5-yl)propan-2-ylamino]ethanol O1COC2=C1C=CC(=C2)CC(C)NCCO